N1=NC=C2N1CCN(C2)CCOC2=CC=1N(C=C2)C(=CN1)C1=CC(=NC=N1)NCC1=CC=C(C=C1)OC(F)(F)F 6-[7-(2-{4H,5H,6H,7H-[1,2,3]triazolo[1,5-a]pyrazin-5-yl}ethoxy)imidazo[1,2-a]pyridin-3-yl]-N-{[4-(trifluoromethoxy)phenyl]methyl}pyrimidin-4-amine